ClC1=CC=C(S1)S(=O)(=O)N1N=C(C=C1C)C 1-((5-chlorothiophen-2-yl)sulfonyl)-3,5-dimethyl-1H-pyrazole